(1-(4-cyano-5-(2,3-dichlorophenyl)pyrimidin-2-yl)-4-methylpiperidin-4-yl)carbamic acid tert-butyl ester C(C)(C)(C)OC(NC1(CCN(CC1)C1=NC=C(C(=N1)C#N)C1=C(C(=CC=C1)Cl)Cl)C)=O